6-nitrophenylisoquinoline-1-carbamic acid tert-butyl ester C(C)(C)(C)OC(NC1=NC(=CC2=CC=CC=C12)C1=CC=CC=C1[N+](=O)[O-])=O